N-hydroxy-6-methoxy-pyridine ON1CC=CC=C1OC